BrC1=NC=NN1C=1C=C(C(N(C1C1=C(C=C(C=C1F)F)F)CC)=O)Cl 5-(5-bromo-1H-1,2,4-triazol-1-yl)-3-chloro-1-ethyl-6-(2,4,6-trifluorophenyl)pyridin-2(1H)-one